Cl.Cl.C1(=CC=CC=C1)C1=CN=C(N1)[C@@H]1NCCC1 (R)-5-phenyl-2-(pyrrolidin-2-yl)-1H-imidazole dihydrochloride